(R)-N-(2-chloro-3-(5-chloro-6-(4-(((2-hydroxypropyl)amino)methyl)-3-methoxyphenyl)pyrimidin-4-yl)phenyl)-1,3-dimethyl-2,4-dioxo-1,2,3,4-tetrahydropyrimidine-5-carboxamide ClC1=C(C=CC=C1C1=NC=NC(=C1Cl)C1=CC(=C(C=C1)CNC[C@@H](C)O)OC)NC(=O)C=1C(N(C(N(C1)C)=O)C)=O